FC1=C(C(=C(C2=C(C(=C(C(=C12)F)C1=C(C=C(C=C1OC)OC)OC)F)F)F)F)F 1,2,3,4,5,6,8-heptafluoro-7-(2,4,6-trimethoxyphenyl)naphthalene